[N+](=O)([O-])N[C@@H](C(C)C)C(=O)O Nitro-Valine